NCC1(CN(C1)C(=O)OC(C)(C)C)NC(=O)OCC1=CC=CC=C1 tert-butyl 3-(aminomethyl)-3-{[(benzyloxy)carbonyl]amino}azetidine-1-carboxylate